methyl 3-hydroxy-2-naphthalate OC=1C(=CC2=CC=CC=C2C1)C(=O)OC